CC1(C=C(CC(=C1)C)C)C#N 1,3,5-trimethyl-1-cyano-2,5-cyclohexadiene